C1(CC1)S(=O)(=O)N1N=CC(=C1)C1=NC=CC(=N1)NC1=CC(=C(C=N1)C=1N=C(SC1)C(C)(C)O)NC1CCC(CC1)NCCF 2-(4-(6-((2-(1-(Cyclopropylsulfonyl)-1H-pyrazol-4-yl)pyrimidin-4-yl)amino)-4-(((1s,4s)-4-((2-fluoroethyl)amino)cyclohexyl)amino)pyridin-3-yl)thiazol-2-yl)propan-2-ol